1-(3-bromophenyl)-4,4-difluorobutane-1,3-dione BrC=1C=C(C=CC1)C(CC(C(F)F)=O)=O